OC=1C=C(CCC2=NOC(=N2)C2(OC3=C(C=C2)C(=C(C(=C3C)C)O)C)C)C=CC1O 2-(3-(3,4-Dihydroxyphenethyl)-1,2,4-oxadiazol-5-yl)-2,5,7,8-tetramethyl-2H-1-benzopyran-6-ol